FC(OC1=CC(=C(C(=C1)C)C1=CC2=C(N=N1)N(C=C2C#N)[C@H]2CN(CCC2)CC)O)F 3-[4-(difluoromethoxy)-2-hydroxy-6-methylphenyl]-7-[(3R)-1-ethylpiperidin-3-yl]-7H-pyrrolo[2,3-c]pyridazine-5-carbonitrile